pentane-1,5-diol diacrylate C(C=C)(=O)OCCCCCOC(C=C)=O